C1(CC1)CC1=NN=C2N1C=CC(=C2C(F)(F)F)[C@H](C)OC2=C(C=C(C=C2)F)OC 3-(cyclopropylmethyl)-7-[(1S)-1-(4-fluoro-2-methoxyphenoxy)ethyl]-8-(trifluoromethyl)[1,2,4]triazolo[4,3-a]pyridine